ClC1=C(C=CC=C1Cl)C=1C=2N(C(=NC1)N1CCC(CC1)(N)C)C=CN2 1-[8-(2,3-dichlorophenyl)imidazo[1,2-c]pyrimidin-5-yl]-4-methylpiperidin-4-amine